2,4-dimethylamino-6-benzylamino-1,3,5-triazine CNC1=NC(=NC(=N1)NC)NCC1=CC=CC=C1